6-(4-fluoro-2-methylphenoxy)-N-(2-oxo-1,2-dihydropyridin-4-yl)-3-(trifluoromethyl)imidazo[1,5-a]pyridine-7-carboxamide FC1=CC(=C(OC=2C(=CC=3N(C2)C(=NC3)C(F)(F)F)C(=O)NC3=CC(NC=C3)=O)C=C1)C